C(C1=CC=CC=C1)OC(=O)N1[C@@H](CCC1)C1=NC2=NC=NC(=C2N1)C(=O)OC methyl (S)-8-(1-((benzyloxy)carbonyl)pyrrolidin-2-yl)-7H-purine-6-carboxylate